P(=O)(OCC1=CC=CC=C1)(OCC1=CC=CC=C1)OCC1=CC=CC=C1 tri(phenylmethyl) phosphate